ClC1=C(C=CC=C1C1=C(C(=NC=C1)C1=CC(=C(C=C1)CN1C[C@H](CC1)O)OC)Cl)C1=CC=C(C(=N1)OC)CN1C[C@@H](CC1)O (R)-1-((6-(2-chloro-3-(3-chloro-2-(4-(((S)-3-hydroxypyrrolidin-1-yl)methyl)-3-methoxyphenyl)pyridin-4-yl)phenyl)-2-methoxypyridin-3-yl)methyl)pyrrolidin-3-ol